C(=O)[O-].OC1CC[N+](C1)(C)C 4-hydroxy-1,1-dimethylpyrrolidin-1-ium formate